N[C@H](CC1=C(C2=C(N=C(N=C2NCC2=C(C=NC=C2)F)Cl)N1C)F)C 6-[(2S)-2-aminopropyl]-2-chloro-5-fluoro-N-[(3-fluoropyridin-4-yl)methyl]-7-methyl-7H-pyrrolo[2,3-d]pyrimidin-4-amine